1-(((S)-1-((S)-3-cyclobutyl-2-(hydroxymethyl)propionyl)-4-hydroxy-3,3-dimethylpiperidin-4-yl)methyl)-N,N-dimethyl-6-oxo-4-phenyl-1,6-dihydropyridine-3-carboxamide C1(CCC1)C[C@H](C(=O)N1CC([C@](CC1)(O)CN1C=C(C(=CC1=O)C1=CC=CC=C1)C(=O)N(C)C)(C)C)CO